vinylphenylmethane C(=C)CC1=CC=CC=C1